FC1=C(C(=C(C=C1OC)OC)F)N1C(N(C2=C(C1)C=NC(=C2)C=2C(=NN(C2)C)C)C2=NC=C(N=C2)CC)=O 3-(2,6-difluoro-3,5-dimethoxyphenyl)-7-(1,3-dimethyl-1H-pyrazol-4-yl)-1-(5-ethylpyrazin-2-yl)-3,4-dihydropyrido[4,3-d]pyrimidin-2(1H)-one